O=C1C2=C(N=CN1)C(=CN2C2=CC=CC=C2)C=2C=C(C(=O)O)C=CC2 3-(4-oxo-5-phenyl-4,5-dihydro-3H-pyrrolo[3,2-d]pyrimidin-7-yl)-benzoic acid